3-(3-(4-methylpiperazine-1-carbonyl)pyrazolo[1,5-a]pyridin-5-yl)-N-(1-(1-methylpiperidin-4-yl)-1H-pyrazol-4-yl)-1H-pyrrolo[2,3-b]pyridine-5-carboxamide CN1CCN(CC1)C(=O)C=1C=NN2C1C=C(C=C2)C2=CNC1=NC=C(C=C12)C(=O)NC=1C=NN(C1)C1CCN(CC1)C